Cl.CN(CCCOC1=NC=C(C=C1NS(=O)(=O)C1=CC=C(C=C1)OC)C1=CC=2C3=C(C=NC2C=C1)N(CC31C(C1)=O)C)C N-(2-(3-(Dimethylamino)propoxy)-5-(3'-methyl-2-oxo-2',3'-dihydrospiro[cyclopropane-1,1'-pyrrolo[2,3-c]quinolin]-8'-yl)pyridin-3-yl)-4-methoxybenzenesulfonamide hydrochloride